1-(1-(4-methoxybenzyl)-2-carbonyl-1,2-dihydrobenzo[cd]indol-6-yl)-5-(trifluoromethyl)-1H-pyrazole-4-carboxylic acid COC1=CC=C(CN2C(C3=C4C(C(=CC=C24)N2N=CC(=C2C(F)(F)F)C(=O)O)=CC=C3)=C=O)C=C1